ClC=1C=C(C=CC1Cl)C(C1=NN=C(O1)C1CN(CC12CN(C2)C(=O)[C@@H]2C(C2)(C)C)C(=O)C2=CN=NC=C2)(F)F (8-(5-((3,4-dichlorophenyl)difluoromethyl)-1,3,4-oxadiazol-2-yl)-2-((S)-2,2-dimethylcyclopropane-1-carbonyl)-2,6-diazaspiro[3.4]octan-6-yl)(pyridazin-4-yl)methanone